2,5-diisocyanatomethyl-2-isocyanatopropylnorbornane N(=C=O)CC(CC12CCC(C(C1)CN=C=O)C2)(C)N=C=O